2-hydroxycitric acid magnesium salt [Mg+2].OC(C(=O)[O-])C(O)(C(=O)[O-])CC(=O)[O-].OC(C(=O)[O-])C(O)(C(=O)[O-])CC(=O)[O-].[Mg+2].[Mg+2]